1-Cyclohexyl-3-(7-((3-fluoro-5-(1-methyl-1H-pyrazol-4-yl)benzyl)amino)quinazolin-2-yl)urea C1(CCCCC1)NC(=O)NC1=NC2=CC(=CC=C2C=N1)NCC1=CC(=CC(=C1)C=1C=NN(C1)C)F